FC1=C(C=C(C=C1)NC(=O)C1=C(N=C(O1)C)C)C1=NN2C(N=CC(=C2)C2=NC=CC=C2C)=N1 N-(4-fluoro-3-(6-(3-methylpyridin-2-yl)-[1,2,4]triazolo[1,5-a]pyrimidin-2-yl)phenyl)-2,4-dimethyloxazol-5-carboxamide